C12(CC3CC(CC(C1)C3)C2)NC(COC2=NC(=NC=C2F)SC)=O N-(adamantan-1-yl)-2-((5-fluoro-2-(methylthio)pyrimidin-4-yl)oxy)acetamide